BrC=1C=C2C(=C(N1)N1CCOCC1)SC=C2C 5-bromo-3-methyl-7-morpholino-thieno[2,3-c]pyridine